3-(2-(4-((1-(2-(6,6-dimethyl-4,5,6,7-tetrahydro-1H-indazol-3-yl)-1H-indole-6-carbonyl)piperidin-4-yl)methyl)-1,4-diazepan-1-yl)pyridin-4-yl)piperidine-2,6-dione CC1(CCC=2C(=NNC2C1)C=1NC2=CC(=CC=C2C1)C(=O)N1CCC(CC1)CN1CCN(CCC1)C1=NC=CC(=C1)C1C(NC(CC1)=O)=O)C